C(#N)C1=CC=C(C(=O)NC2(CC2)CC2CCC(CC2)C2=CC=NC3=CC=C(C=C23)F)C=C1 4-cyano-N-(1-((4-(6-fluoroquinolin-4-yl)cyclohexyl)methyl)cyclopropyl)benzamide